(3R)-11-(5-chloro-2,4-difluorophenyl)-8-((3S,5R)-3,5-dimethylpiperazin-1-yl)-3-(pyridin-4-yl)-10-(trifluoromethyl)-3,4-dihydro-2H,6H-[1,4]thiazepino[2,3,4-ij]quinazolin-6-one ClC=1C(=CC(=C(C1)C1=C(C=C2C(=NC(N3C2=C1SC[C@@H](C3)C3=CC=NC=C3)=O)N3C[C@@H](N[C@@H](C3)C)C)C(F)(F)F)F)F